FC1=C(N=CC=2CCC3=C(C12)NC1=C3C(NCC1)=O)O 1-fluoro-2-hydroxy-8,9,10,11-tetrahydro-5H-pyrido[3',4':4,5]pyrrolo[2,3-f]isoquinolin-7(6H)-one